N[C@H](C(=O)N(CC1=C2C=CC=NC2=CC=C1)CC(OCC)OCC)CC1=CC=C(C=C1)OC(C)(C)C (S)-2-amino-3-(4-t-butoxyphenyl)-N-(2,2-diethoxyethyl)-N-(quinolin-5-ylmethyl)propionamide